C(CCCCCCCCCCCC)C(C)O[Si](CC)(CC)CCF tridecanyl-fluoroethyldiethylethoxysilane